COCCNC(C1=CC(=NC=C1)NC=1SC=C(N1)C1=NC=CC=C1)=O N-(2-methoxyethyl)-2-(4-(pyridin-2-yl)thiazol-2-ylamino)isonicotinamide